(S)-4-((2-(3-methoxyphenoxy)ethyl)(4-(5,6,7,8-tetrahydro-1,8-naphthyridin-2-yl)butyl)amino)-2-(3-methylbutanamido)butanoic acid COC=1C=C(OCCN(CC[C@@H](C(=O)O)NC(CC(C)C)=O)CCCCC2=NC=3NCCCC3C=C2)C=CC1